3,5-dichloro-4-((2-oxo-1,2,3,4-tetrahydroquinolin-7-yl)oxy)benzene ClC=1C=CC=C(C1OC1=CC=C2CCC(NC2=C1)=O)Cl